FC=1C=C(C2=C(C=C(O2)C)C1)F 5,7-Difluoro-2-methylbenzofuran